(2R)-2-(6-{5-chloro-2-[(oxan-4-yl)amino]pyrimidin-4-yl}-1-oxo-2,3-dihydro-1H-isoindol-2-yl)-N-[(1R)-1-(2-fluoro-5-methylphenyl)ethyl]-3-hydroxypropanamide ClC=1C(=NC(=NC1)NC1CCOCC1)C1=CC=C2CN(C(C2=C1)=O)[C@@H](C(=O)N[C@H](C)C1=C(C=CC(=C1)C)F)CO